IC=1C=C(C=CC1OC)C1=C(N=CO1)C(=O)NCCC1=C2C=CC=NC2=CC=C1 5-(3-iodo-4-methoxyphenyl)-N-(2-(quinolin-5-yl)ethyl)oxazole-4-carboxamide